C1(=CC=CC=C1)NC(=S)NCC1(CCCC1)C1=CC=CC=C1 phenyl-N'-[(1-phenylcyclopentyl)methyl]thiourea